CCCCCCCCCCCCCCCCCCOC(=O)CCSCCC(=O)OCCCCCCCCCCCCCCCCCC distearyl thiodipropionate